3-(6-methoxypyridin-2-yl)propanoate COC1=CC=CC(=N1)CCC(=O)[O-]